NC1=CC=C(C=N1)N1C=C(C(C2=CC(=C(C=C12)N1[C@H](CCC1)COC1=NC(=CC=C1Cl)OC)Cl)=O)C(=O)O (R)-1-(6-aminopyridin-3-yl)-6-chloro-7-(2-(((3-chloro-6-methoxy-pyridin-2-yl)oxy)methyl)pyrrolidin-1-yl)-4-oxo-1,4-dihydro-quinoline-3-carboxylic acid